O=C1[C@@]2(C=3C(=NC=C(C3)/C=C/COCCOCCN(C(OC(C)(C)C)=O)C)N1)CC=1C(=NC=C(C1)C(=O)OCC)C2 ethyl (S,E)-2'-oxo-5'-(2,2,5-trimethyl-4-oxo-3,8,11-trioxa-5-azatetradec-13-en-14-yl)-1',2',5,7-tetrahydrospiro[cyclopenta[b]pyridine-6,3'-pyrrolo[2,3-b]pyridine]-3-carboxylate